2,4-dichloro-3-fluorobenzene ClC1=CC=CC(=C1F)Cl